ClC1=CC=C(C(=O)[Si](C2=CC=CC=C2)(C2=CC=CC=C2)C2=CC=CC=C2)C=C1 (4-chlorobenzoyl)(triphenyl)silane